(N,N-dimethyl)ethanolamine tert-butyl-4-[3-(2-fluoro-6-methyl-phenyl)-2-oxo-4H-pyrido[4,3-d]pyrimidin-1-yl]piperidine-1-carboxylate C(C)(C)(C)C1N(CCC(C1)N1C(N(CC2=C1C=CN=C2)C2=C(C=CC=C2C)F)=O)C(=O)OCCN(C)C